N-(1-((1R,2R)-2-fluorocyclopropyl)-2-oxo-1,2-dihydropyridin-3-yl)-7-isopropoxy-2-(1-methyl-2-oxabicyclo[2.1.1]hexan-4-yl)imidazo[1,2-a]pyridine-6-carboxamide F[C@H]1[C@@H](C1)N1C(C(=CC=C1)NC(=O)C=1C(=CC=2N(C1)C=C(N2)C21COC(C2)(C1)C)OC(C)C)=O